6-Pyrrolidin-1-yl-N,N1-di-m-tolyl-[1,3,5]triazine-2,4-diamine N1(CCCC1)C1=NC(=NC(N1C=1C=C(C=CC1)C)NC=1C=C(C=CC1)C)N